1-[(2R,4S)-4-{8-Amino-1-[2-(1-cyclopropyl-6-fluoro-1,3-benzodiazol-5-yl)ethynyl]imidazo[1,5-a]pyrazin-3-yl}-2-(methoxymethyl)pyrrolidin-1-yl]prop-2-en-1-one NC=1C=2N(C=CN1)C(=NC2C#CC2=CC1=C(N(C=N1)C1CC1)C=C2F)[C@H]2C[C@@H](N(C2)C(C=C)=O)COC